O1N=C(C2=C1C=CC=C2)C2=C(C=CC=C2)[C@H](CC2=CC=CC(=N2)CCC(=O)N(C)C)N[S@@](=O)C(C)(C)C 3-(6-{(S)-2-[2-(Benzo[d]isoxazol-3-yl)phenyl]-2-[((S)-tert-butylsulfinyl)amino]ethyl}pyridine-2-yl)-N,N-dimethylpropanamide